N-(1-(2-(1,1-difluoroethyl)-6-methylpyrimidin-4-yl)-3-((3'S,4'S)-4'-methyl-[1,3'-bipyrrolidine]-1'-yl)-1H-pyrazolo[4,3-c]pyridin-6-yl)acetamide FC(C)(F)C1=NC(=CC(=N1)N1N=C(C=2C=NC(=CC21)NC(C)=O)N2C[C@H]([C@H](C2)C)N2CCCC2)C